(R)-N-((R)-(3-chloro-2,4-difluorophenyl)(trans-3-(trifluoro-methyl)cyclobutyl)methyl)-2-methylpropane-2-sulfinamide ClC=1C(=C(C=CC1F)[C@H](N[S@](=O)C(C)(C)C)[C@@H]1C[C@H](C1)C(F)(F)F)F